[S]-2-methylmalonyl-CoA C[C@H](C(=O)SCCNC(CCNC([C@@H](C(COP(OP(OC[C@@H]1[C@H]([C@H]([C@@H](O1)N1C=NC=2C(N)=NC=NC12)O)OP(=O)(O)O)(=O)O)(=O)O)(C)C)O)=O)=O)C(=O)O